glyceryl monocaproate C(CCCCC)(=O)OCC(O)CO